FC=1C=C(C=CC1N1CCOCC1)NC1=NC(=NC=2N1N=CC2)C2=C(C=CC=C2)F N-(3-fluoro-4-morpholinophenyl)-2-(2-fluorophenyl)pyrazolo[1,5-a][1,3,5]triazin-4-amine